S1C(=NC2=C1C=CC=C2)NC2=C(C=C(N=N2)N(C=2SC(=C(N2)C(=O)OCC)C2CN(C2)C(NCC)=O)C)C ethyl 2-({6-[(1,3-benzothiazol-2-yl) amino]-5-methylpyridazin-3-yl} (methyl) amino)-5-[1-(ethylcarbamoyl) azetidin-3-yl]-1,3-thiazole-4-carboxylate